CC(CC)OC1=C(C2=CC=CC=C2C=C1)B(O)O [2-(BUTAN-2-YLOXY)NAPHTHALEN-1-YL]BORANEDIOL